FC(C=1C=C(C=CC1)B(O)O)(F)F 3-trifluoromethyl-phenylboronic acid